O1C(=C(C=C1)C(=O)O)C(=O)O.C(CCCCCCCCC)(N)N decanediamine furandicarboxylic acid salt